COC1=NC=CC=C1C(=O)N methoxypyridine-3-carboxamide